N-(2-aminoethyl)-2-aminoethanesulfonic acid sodium [Na].NCCNCCS(=O)(=O)O